2-(2-Fluoro-3-methoxyphenyl)-2-(4-(trifluoromethyl)pyridin-2-yl)acetonitrile FC1=C(C=CC=C1OC)C(C#N)C1=NC=CC(=C1)C(F)(F)F